tert-butyl-(1S)-3-(1-(2,4-dimethoxybenzyl)-5,6,8-trifluoro-2-oxo-1,2-dihydroquinazolin-4-yl)-1-methyl-3,8-diazabicyclo[3.2.1]octane C(C)(C)(C)C1[C@@]2(CCC(CN1C1=NC(N(C3=C(C=C(C(=C13)F)F)F)CC1=C(C=C(C=C1)OC)OC)=O)N2)C